FC=1C=C(C=NC1OC1=CC=CC=C1)NC=1C2=C(N=CN1)C=CC(=N2)N2CC1(CCN1C(=O)OC(C)(C)C)C2 tert-Butyl 6-[4-[(5-fluoro-6-phenoxy-3-pyridyl)amino]pyrido[3,2-d]pyrimidin-6-yl]-1,6-diazaspiro[3.3]heptane-1-carboxylate